N-(4-dodecylphenyl)undecenamide C(CCCCCCCCCCC)C1=CC=C(C=C1)NC(C=CCCCCCCCC)=O